C1OCCN2C1CNCC21CN(C1)C(=O)OC(C)(C)C tert-butyl hexahydro-1'H-spiro[azetidine-3,6'-pyrazino[2,1-c][1,4]oxazine]-1-carboxylate